2-(4-aminophenyl)-1-cyclobutyl-5-fluoro-1H-indole-6-carbonitrile NC1=CC=C(C=C1)C=1N(C2=CC(=C(C=C2C1)F)C#N)C1CCC1